N-((1R,2R,4S)-7-cyano-7-azabicyclo[2.2.1]heptan-2-yl)-2-fluoro-4-(1-methyl-1H-pyrazol-3-yl)benzamide C(#N)N1[C@H]2[C@@H](C[C@@H]1CC2)NC(C2=C(C=C(C=C2)C2=NN(C=C2)C)F)=O